O1C(CC1)C1=CC=C(C#N)C=C1 4-(oxetan-2-yl)benzonitrile